Cl.OCCC1=C(C=CC(=C1)N)N 2-(2-Hydroxyethyl)-p-phenylenediamine monohydrochloride